COC(C1=C(C=C(C(=C1)F)C(F)(F)F)N)=O 2-amino-5-fluoro-4-(trifluoromethyl)-benzoic acid methyl ester